C(C1=CC=CC=C1)SSCC1=CC=C(C=C1)C1N=C(OC1)C1=C(C=CC=C1F)F 4-(4-((Benzyldisulfaneyl)methyl)phenyl)-2-(2,6-difluorophenyl)-4,5-dihydrooxazole